3-chlorobenzonitrile ClC=1C=C(C#N)C=CC1